(R)-1-((3aR,5S,6aR)-2,2-dimethyltetrahydrofuro[2,3-d][1,3]Dioxol-5-yl)-2-(methylthio)ethane-1-ol CC1(O[C@H]2[C@@H](O1)O[C@@H](C2)[C@H](CSC)O)C